CN1N=CC(=C1)C1=CC=C2C(=N1)C(=CS2)C2=CC(=NC=C2)CN (4-(5-(1-methyl-1H-pyrazol-4-yl)thieno[3,2-b]pyridin-3-yl)pyridin-2-yl)methanamine